C(CCCCC)C(C(=O)OCCCCCCOC(COCCCCCCOC(C(CCCCCCCC)CCCCCC)=O)C(=O)N(CCOCCOCCOCCOCCOC(C1=CC=CC=C1)(C1=CC=CC=C1)C1=CC=CC=C1)CCCCCCCC)CCCCCCCC.S1C=NC2=C1C=CC(=C2)C(C)=O 1-(benzo[d]thiazol-5-yl)ethan-1-one 6-[2-[6-(2-hexyldecanoyloxy)hexoxy]-3-[octyl-[2-[2-[2-[2-(2-trityloxyethoxy)ethoxy]ethoxy]ethoxy]ethyl]amino]-3-oxo-propoxy]hexyl-2-hexyldecanoate